ClC=1C=C(C=CC1F)NC(=O)N1CC2=CC(=CC=C2C(C1)(C)C)N1CCN(CC1)C1CCCC1 N-(3-chloro-4-fluorophenyl)-7-(4-cyclopentylpiperazin-1-yl)-4,4-dimethyl-3,4-dihydroisoquinoline-2(1H)-carboxamide